N-((4,4-difluorocyclohexyl)(5-((2-oxo-4-(trifluoromethyl)imidazolidin-1-yl)methyl)benzo[d]oxazol-2-yl)methyl)-2,2-difluoro-2-phenylacetamide FC1(CCC(CC1)C(NC(C(C1=CC=CC=C1)(F)F)=O)C=1OC2=C(N1)C=C(C=C2)CN2C(NC(C2)C(F)(F)F)=O)F